FC(C12COC(C1)(C2)CN)(F)F 1-[4-(trifluoromethyl)-2-oxabicyclo[2.1.1]hexan-1-yl]methanamine